Tert-butyl-dimethyl-(2-prop-2-ynyloxypropoxy)silane C(C)(C)(C)[Si](OCC(C)OCC#C)(C)C